FC=1C(=CC=2C3=C(NC(C2C1)=O)COC[C@@H]3N(C(=O)C=3C=C(C=CC3)C3=CC=CC=C3)C)F (R)-N-(8,9-difluoro-6-oxo-1,4,5,6-tetrahydro-2H-pyrano[3,4-c]isoquinolin-1-yl)-N-methyl-[1,1'-biphenyl]-3-carboxamide